C(CCC)OC(CCC(C(=O)N)N1C(C2=CC=C(C=C2C1)C1=NC=C(C(=C1)CO)Cl)=O)=O butyl-5-amino-4-(5-(5-chloro-4-(hydroxymethyl)pyridin-2-yl)-1-oxoisoindolin-2-yl)-5-oxopentanoate